FC=1C=C(C=CC1OC)C1=CC(=C(C=N1)N1C[C@@H](CCC1)NC(OC(C)(C)C)=O)CO tert-butyl (R)-(1-(6-(3-fluoro-4-methoxyphenyl)-4-(hydroxymethyl)pyridin-3-yl)piperidin-3-yl)carbamate